C(C1=CC=CC=C1)C=1N=NSC1C(=O)NC1=C(C=CC=C1C)CC 4-benzyl-N-(2-ethyl-6-methylphenyl)-1,2,3-thiadiazole-5-carboxamide